ClC1=C(C(=O)NCCCC2=CC=NC=C2)C=CC(=C1)NC=1C=2N(C=CN1)C(=CN2)C2=C(C(=C(C=C2)OCC#N)F)F 2-chloro-4-[[3-[4-(cyanomethoxy)-2,3-difluoro-phenyl]imidazo[1,2-a]pyrazin-8-yl]amino]-N-[3-(4-pyridyl)propyl]benzamide